(3R)-3-methyl-1,2-dihydrobenzo[f]chromen-3-ol C[C@]1(OC=2C=CC3=C(C2CC1)C=CC=C3)O